ClC1=NN=C2N1C1=CC=C(C=C1C(=N2)N(C2=CC(=CC=C2)C#CC2(CC2)C)C)F chloro-7-fluoro-N-methyl-N-[3-[2-(1-methylcyclopropyl)ethynyl]phenyl]-[1,2,4]triazolo[4,3-a]quinazolin-5-amine